NC=1C=2N(C=CN1)C(=NC2Br)C2CC1N(C(N2CC)=O)CC(CC1)CC (8-amino-1-bromoimidazo[1,5-a]pyrazin-3-yl)-2,7-diethyloctahydro-1H-pyrido[1,2-c]pyrimidin-1-one